3-(N-isobutylphenylsulfonamido)benzoic acid C(C(C)C)N(S(=O)(=O)C1=CC=CC=C1)C=1C=C(C(=O)O)C=CC1